1-(2,4-Difluorobenzyl)-N-((R)-2-((R)-2,2-difluorocyclopropyl)-4-methyl-5-oxo-5,6,7,8-tetrahydro-4H-pyrazolo[1,5-a][1,3]diazepin-6-yl)-1H-1,2,4-triazol-3-carboxamid FC1=C(CN2N=C(N=C2)C(=O)N[C@H]2C(N(C=3N(CC2)N=C(C3)[C@@H]3C(C3)(F)F)C)=O)C=CC(=C1)F